ClC1=C(N(C(C2=C(C=CC=C12)N1CC2C(C1)CCC2)=O)C2=CC=CC=C2)[C@H](C)NC=2C1=C(N=CN2)NC=CC1=O 4-(((1S)-1-(4-chloro-8-(hexahydrocyclopenta[c]pyrrol-2(1H)-yl)-1-oxo-2-phenyl-1,2-dihydroisoquinolin-3-yl)ethyl)amino)pyrido[2,3-d]pyrimidin-5(8H)-one